9-hydroxy-12-octadecenoic acid OC(CCCCCCCC(=O)O)CCC=CCCCCC